racemic-2-cyanoethyl (4S)-4-(4-cyano-2-methoxyphenyl)-5-ethoxy-2,8-dimethyl-1,4-dihydro-1,6-naphthyridine-3-carboxylate C(#N)C1=CC(=C(C=C1)[C@@H]1C(=C(NC2=C(C=NC(=C12)OCC)C)C)C(=O)OCCC#N)OC |r|